(S)-2-(2-chloro-4-(2-((4-cyanobenzyl)oxy)pyrimidin-4-yl)-5-methylbenzyl)-1-(4,4-dimethyltetrahydrofuran-3-yl)-1H-benzo[d]imidazole-6-carboxylic acid ClC1=C(CC2=NC3=C(N2[C@@H]2COCC2(C)C)C=C(C=C3)C(=O)O)C=C(C(=C1)C1=NC(=NC=C1)OCC1=CC=C(C=C1)C#N)C